(S)-tert-butyl 2-cyano-4-(2-(3-(trifluoromethyl)-1H-pyrazol-4-yl)phenyl)-4,7-dihydrothieno[2,3-c]pyridine-6(5H)-carboxylate C(#N)C1=CC2=C(CN(C[C@H]2C2=C(C=CC=C2)C=2C(=NNC2)C(F)(F)F)C(=O)OC(C)(C)C)S1